[Si](C1=CC=CC=C1)(C1=CC=CC=C1)(C(C)(C)C)OCCCC1=C(NC(C2=C(N=C(C(=C12)F)Cl)Cl)=O)C 4-[3-[tert-butyl(diphenyl)silyl]oxypropyl]-6,8-dichloro-5-fluoro-3-methyl-2H-2,7-naphthyridin-1-one